6-[3-chloro-5-fluoro-4-(3-hydroxypropoxy)phenyl]-5-methyl-4,5-dihydro-2H-pyridazin-3-one ClC=1C=C(C=C(C1OCCCO)F)C=1C(CC(NN1)=O)C